5-Bromo-7-methyl-1-(tetrahydro-2H-pyran-2-yl)-1H-pyrazolo[3,4-c]pyridine BrC=1C=C2C(=C(N1)C)N(N=C2)C2OCCCC2